(2R,4S)-4-((tert-butyldimethylsilyl)oxy)-1-(6-((1S,2S)-2-(3-chlorophenyl)cyclopropane-1-carboxamido)pyrimidin-4-yl)-N-(4-cyclopropylphenyl)pyrrolidine-2-carboxamide [Si](C)(C)(C(C)(C)C)O[C@H]1C[C@@H](N(C1)C1=NC=NC(=C1)NC(=O)[C@@H]1[C@H](C1)C1=CC(=CC=C1)Cl)C(=O)NC1=CC=C(C=C1)C1CC1